CN(C)CCN1N=CC2=CC=C(C=C12)[N+](=O)[O-] N,N-dimethyl-2-(6-nitro-1H-indazol-1-yl)ethylamine